(9H-fluoren-9-yl)methyl (R)-(1-(1H-benzo[d]imidazol-2-yl)propan-2-yl)carbamate N1C(=NC2=C1C=CC=C2)C[C@@H](C)NC(OCC2C1=CC=CC=C1C=1C=CC=CC21)=O